O=C1N(CCN1C=1C=NC=CC1)C1CN(CCC1)C=1N=NC(=CN1)C(=O)N 3-(3-(2-oxo-3-(pyridin-3-yl)imidazolin-1-yl)piperidine-1-yl)-1,2,4-triazine-6-carboxamide